FC(C(C(=O)Cl)(F)F)(CCCCCCC(F)(F)F)F heptafluorodecanoyl chloride